NC1=NC=2C=C(C(=CC2C2=C1C=NN2C)C(=O)N(C2CC2)CC2=NC=C(C(=C2)Cl)C#C)F 4-amino-N-((4-chloro-5-ethynylpyridin-2-yl)methyl)-N-cyclopropyl-7-fluoro-1-methyl-1H-pyrazolo[4,3-c]quinoline-8-carboxamide